4-(3-(2-(6-(2-(2,5-difluorophenyl)pyrrolidin-1-yl)imidazo[1,2-b]pyridazin-3-yl)ethenyl)-1,2,4-oxadiazol-5-yl)piperazin-2-one FC1=C(C=C(C=C1)F)C1N(CCC1)C=1C=CC=2N(N1)C(=CN2)C=CC2=NOC(=N2)N2CC(NCC2)=O